3-[(2-chloro-6-fluorophenyl)methyl]-4-{[2-methyl-6-(trifluoromethyl)pyridin-3-yl]methyl}-4,5-dihydro-1,2,4-oxadiazol-5-one ClC1=C(C(=CC=C1)F)CC1=NOC(N1CC=1C(=NC(=CC1)C(F)(F)F)C)=O